hydroxyethyl-N-(4-(1-isopropyl-1H-pyrazol-4-yl)5-methylpyrimidin-2-yl)-1,2,3,4-tetrahydroisoquinolin OCCC1N(CCC2=CC=CC=C12)C1=NC=C(C(=N1)C=1C=NN(C1)C(C)C)C